2-({2-Cyclopropyl-4-[(pyridin-2-yl)methoxy]phenyl}amino)-N-(3-methylbutyl)benzamide C1(CC1)C1=C(C=CC(=C1)OCC1=NC=CC=C1)NC1=C(C(=O)NCCC(C)C)C=CC=C1